(Z)-4-(6-(2-(2-(9-(Cyclopropylmethyl)-2,9-diazaspiro[5.5]undecan-2-yl)-4-(2-fluorophenoxy)-3-(trifluoromethyl)phenyl)-1-fluorovinyl)pyrazin-2-yl)isothiazole C1(CC1)CN1CCC2(CCCN(C2)C2=C(C=CC(=C2C(F)(F)F)OC2=C(C=CC=C2)F)\C=C(/F)\C2=CN=CC(=N2)C=2C=NSC2)CC1